C(C)(C)(C)OC(=O)N1[C@@H]2CC([C@H]([C@H]1C(=O)O)C2)=C (1S,3S,4R)-2-(tert-Butoxycarbonyl)-5-methylidene-2-azabicyclo[2.2.1]heptane-3-carboxylic acid